dicyclopentadienediformic acid iron [Fe].C1(C=CC=C1)(C(=O)O)C(=O)O.C1(C=CC=C1)(C(=O)O)C(=O)O